2-(2-hydroxyphenyl)-4-(4-methoxyphenyl)-6-methoxyphenyl-1,3,5-triazine OC1=C(C=CC=C1)C1=C(C(=CC(=C1)C1=CC=C(C=C1)OC)OC)C1=NC=NC=N1